OC[C@H](C(C)(C)C)NC(=O)C=1C2=C(N(N1)C=1C=[N+](C=CN1)[O-])[C@@H]1CC[C@H](C2)O1 3-((5R,8S)-3-(((S)-1-hydroxy-3,3-dimethylbutan-2-yl)carbamoyl)-5,6,7,8-tetrahydro-5,8-epoxycyclohepta[c]pyrazol-1(4H)-yl)pyrazine 1-oxide